(S)-2-((2-(4-bromo-2-chloro-5-fluorophenyl)-7-chloroimidazo[1,2-a]pyridin-3-yl)methyl)morpholine BrC1=CC(=C(C=C1F)C=1N=C2N(C=CC(=C2)Cl)C1C[C@H]1CNCCO1)Cl